CC1(C2CC(C(C1C2)=C)O)C 6,6-dimethyl-2-methylenebicyclo[3.1.1]heptan-3-ol